allyl carbonate, lithium salt [Li+].C(OCC=C)([O-])=O